5-(3-(2-(1H-benzo[d]imidazol-2-yl)-2-cyanovinyl)-2,5-dimethyl-1H-pyrrol-1-yl)-3-methylthiophene-2,4-dinitrile N1C(=NC2=C1C=CC=C2)C(=CC2=C(N(C(=C2)C)C2=C(C(=C(S2)C#N)C)C#N)C)C#N